N1[C@@H](CCC1=O)C(=O)[O-].[Na+] sodium L-pyroglutamate